NCCC=1C=NC(=NC1)C1=C(C=C(C#N)C=C1)OC1=CC(=NC(=C1)C)N1C2CCC1CC2 4-[5-(2-aminoethyl)pyrimidin-2-yl]-3-[2-(7-azabicyclo[2.2.1]heptan-7-yl)-6-methylpyridin-4-yl]oxybenzonitrile